ethyl 2-(6-bromo-4-fluoro-indazol-2-yl)-3-oxo-3-pyrrolidin-2-yl-propionate hydrochloride Cl.BrC=1C=C(C2=CN(N=C2C1)C(C(=O)OCC)C(C1NCCC1)=O)F